2-(2,6-dimethylbenzyl)-3-fluoroaniline CC1=C(CC2=C(N)C=CC=C2F)C(=CC=C1)C